NCC1=NNC(C2=CC=C(C=C12)C=1C=NN2C1CN(CC2)C2CC2)=O 4-(aminomethyl)-6-(5-cyclopropyl-4,5,6,7-tetrahydropyrazolo[1,5-a]pyrazin-3-yl)phthalazin-1(2H)-one